(2R,11bR)-9-(benzyloxy)-3-(2,2-dimethylpropyl)-10-methoxy-1H,2H,3H,4H,11H-pyrido[2,1-a]isoquinoline-2-ol C(C1=CC=CC=C1)OC=1C=C2C=CN3C(=C2CC1OC)C[C@H](C(C3)CC(C)(C)C)O